5-bromo-3-((2,4-dichloro-phenylimino)meth-yl)-2-hydroxyphenyl isobutyrate C(C(C)C)(=O)OC1=C(C(=CC(=C1)Br)C=NC1=C(C=C(C=C1)Cl)Cl)O